1-[5-tert-butyl-2-cyclopropyl-2H-pyrazol-3-yl]-3-[4-(2-(4-methylaminobenzimidazol-1-yl)ethoxy)naphthalen-1-yl]-urea C(C)(C)(C)C=1C=C(N(N1)C1CC1)NC(=O)NC1=CC=C(C2=CC=CC=C12)OCCN1C=NC2=C1C=CC=C2NC